biotinamide hexanoyl-6-amino-hexanoate C(CCCCC)(=O)OC(CCCCCN)=O.C(CCCC[C@@H]1SC[C@@H]2NC(=O)N[C@H]12)(=O)N